4-(dibenzo[b,d]furan-4-yl)-N-PHENYLANILIN C1=CC=C(C=2OC3=C(C21)C=CC=C3)C3=CC=C(NC2=CC=CC=C2)C=C3